4-((1H-pyrazol-1-yl)methyl)-N-(5-(1-(benzyloxy)-2-methylpropan-2-yl)-2-methoxyphenylsulfonimidoyl)-3-methoxybenzamide N1(N=CC=C1)CC1=C(C=C(C(=O)NS(=O)(=N)C2=C(C=CC(=C2)C(COCC2=CC=CC=C2)(C)C)OC)C=C1)OC